tert-butyl {4-[({4-[(3-chloro-1-{[2-(trimethylsilyl)ethoxy]methyl}-1H-pyrrolo[2,3-b]pyridin-4-yl)oxy]-3,5-difluorophenyl}carbamothioyl)amino]-2-methylbutan-2-yl}carbamate ClC1=CN(C2=NC=CC(=C21)OC2=C(C=C(C=C2F)NC(=S)NCCC(C)(C)NC(OC(C)(C)C)=O)F)COCC[Si](C)(C)C